benzyl 6-(4-(methoxycarbonyl)phenyl)-1-oxa-7-azaspiro[3.5]nonane-7-carboxylate COC(=O)C1=CC=C(C=C1)C1CC2(CCO2)CCN1C(=O)OCC1=CC=CC=C1